C1=CC=C(C=2OC3=C(C21)C=CC=C3)NC3=CC=CC2=C3OC3=C2C=CC=C3 bis(dibenzofuran-4-yl)amine